C(CCCCCCCCCCCCCCC)N1C(=C(C(C=C1O)=O)O)C#N N-hexadecyl-2-cyano-3,6-dihydroxypyridin-4-one